C(C1=CC=CC=C1)[C@H]1N(C(OC1)=O)C(CCCCC(OC)(OC)C1=CC(=CC(=C1)I)Br)=O (R)-4-benzyl-3-(6-(3-bromo-5-iodophenyl)-6,6-dimethoxyhexanoyl)oxazolidin-2-one